FC(C1=NN=C(S1)C1=NC=C2N1C=C(C=C2N2CCN(CC2)C(C(C)C)=O)S(=O)(=O)NC2(CC2)C([2H])([2H])[2H])F 3-(5-(difluoromethyl)-1,3,4-thiadiazol-2-yl)-8-(4-isobutyrylpiperazin-1-yl)-N-(1-(methyl-d3)cyclopropyl)imidazo[1,5-a]pyridine-6-sulfonamide